8-hydroxy-4,6-dimethylnonyl nonyloxymethyl ether C(CCCCCCCC)OCOCCCC(CC(CC(C)O)C)C